O=C1NC([C@](N1)(C=1N=CSC1C(F)(F)F)CNC(=O)C1=NN(N=C1)C1=CC=C(C=C1)F)=O |r| rac-N-({2,5-dioxo-4-[5-(trifluoromethyl)-1,3-thiazol-4-yl]imidazolidin-4-yl}methyl)-2-(4-fluorophenyl)-2H-1,2,3-triazole-4-carboxamide